4-[[(E)-(1,3-dimethyl-5-phenoxypyrazol-4-yl)methyleneamino]oxymethyl]benzoic acid tert-butyl ester C(C)(C)(C)OC(C1=CC=C(C=C1)CO/N=C/C=1C(=NN(C1OC1=CC=CC=C1)C)C)=O